BrC1=C(C=CC(=C1)S(=O)(=O)C(CCCC1=CC=CC=C1)C)OC 2-Bromo-1-methoxy-4-(1-methyl-4-phenyl-butyl)sulfonylbenzene